3-tertbutylhydroxyanisole C(C)(C)(C)C=1C(=C(C=CC1)OC)O